4-(2-fluorophenyl)-7-(1-methyl-1H-imidazol-5-yl)-2-(2-(2-propenoyl)-2,6-diazaspiro[3.4]octan-6-yl)-1,5-naphthyridine-3-carbonitrile FC1=C(C=CC=C1)C1=C(C(=NC2=CC(=CN=C12)C1=CN=CN1C)N1CC2(CN(C2)C(C=C)=O)CC1)C#N